ClC=1C=C(C(=C(C1)C1=C2C(=NN1C)C=C(S2)CN2C(C1C(C1C2=O)(C)C)=O)OC2CNCC2OC)C 3-((3-(5-chloro-2-(4-methoxypyrrolidin-3-yloxy)-3-methylphenyl)-2-methyl-2H-thieno[3,2-c]pyrazol-5-yl)methyl)-6,6-dimethyl-3-azabicyclo[3.1.0]hexane-2,4-dione